N-[rac-(3S)-5-methyl-4-oxo-2,3-dihydro-1,5-benzoxazepin-3-yl]-5-tetrahydropyran-4-yl-[1,2,4]triazolo[1,5-a]pyridine-2-carboxamide CN1C([C@H](COC2=C1C=CC=C2)NC(=O)C2=NN1C(C=CC=C1C1CCOCC1)=N2)=O |r|